C(C)OC(CCC1=C(C(=CC=C1)CC1=CN=C(N1)C1=C(C=CC(=C1)OC=1C(=C2C=CNC2=CC1F)F)F)F)=O 3-(3-((2-(5-((4,6-difluoro-1H-indol-5-yl)oxy)-2-fluorophenyl)-1H-imidazol-5-yl)methyl)-2-fluorophenyl)propanoic acid ethyl ester